ClC=1C(=C(C=CC1)NN1C(=CC=2C(NCCC21)=O)C2=C(C=NC=C2)C#CC(C)(C)F)OC [(3-chloro-2-methoxyphenyl)amino]-2-[3-(3-fluoro-3-methylbut-1-yn-1-yl)pyridin-4-yl]-1H,5H,6H,7H-pyrrolo[3,2-c]pyridin-4-one